C(#N)C=1C=C2C(C=C(OC2=CC1)C(=O)NCC1CCCCC1)=O 6-cyano-N-(cyclohexylmethyl)-4-oxo-chromene-2-carboxamide